2-([5-(3-Cyclopropoxyphenyl)-1-[2-(trifluoromethyl)phenyl]-1H-pyrazol-3-yl]methoxy)-2-methylpropanoic acid C1(CC1)OC=1C=C(C=CC1)C1=CC(=NN1C1=C(C=CC=C1)C(F)(F)F)COC(C(=O)O)(C)C